C(C)OC(C[C@@H](C)C12CCC(CC1)(CC2)NC(=O)OC(C)(C)C)=O (R)-3-{4-[(tert-Butoxycarbonyl)amino]bicyclo[2.2.2]oct-1-yl}butanoic acid ethyl ester